COC1=CC(=C2C=C(C(N(C2=C1)C)=O)C)N1CCN(C2=CC(=C(C=C12)C#N)C=1C=NN(C1)C)C 4-(7-Methoxy-1,3-dimethyl-2-oxo-1,2-dihydroquinolin-5-yl)-1-methyl-7-(1-methyl-1H-pyrazol-4-yl)-1,2,3,4-tetrahydroquinoxaline-6-carbonitrile